3-((1H-pyrrolo[2,3-b]pyridin-5-yl)oxy)-4'-(2-(2-(1-methylpiperidin-4-yl)phenyl)pyrrolidin-1-yl)-[1,1'-biphenyl]-4-carboxylic acid N1C=CC=2C1=NC=C(C2)OC=2C=C(C=CC2C(=O)O)C2=CC=C(C=C2)N2C(CCC2)C2=C(C=CC=C2)C2CCN(CC2)C